tert-butyl 4-[[4-[4-(3-hydroxyoxetan-3-yl)-2-(6-methyl-7-oxo-1H-pyrrolo[2,3-c]pyridin-4-yl)phenoxy]phenoxy] methyl]piperidine-1-carboxylate OC1(COC1)C1=CC(=C(OC2=CC=C(OCC3CCN(CC3)C(=O)OC(C)(C)C)C=C2)C=C1)C=1C2=C(C(N(C1)C)=O)NC=C2